(R)-N-((R)-1-(4-(1,1-difluoro-2-hydroxy-2-methylpropyl)pyridin-2-yl)ethyl)-2-methylpropan-2-sulfinamide FC(C(C)(C)O)(F)C1=CC(=NC=C1)[C@@H](C)N[S@](=O)C(C)(C)C